2-(4-fluoro-phenyl)-1,5-dimethyl-3-oxo-2,3-dihydro-1H-pyrazole-4-carboxylic acid [3-fluoro-4-(3-phenyl-1H-pyrrolo[2,3-b]pyridin-4-yloxy)-phenyl]-amide FC=1C=C(C=CC1OC1=C2C(=NC=C1)NC=C2C2=CC=CC=C2)NC(=O)C=2C(N(N(C2C)C)C2=CC=C(C=C2)F)=O